FC(OC1CC(C1)N)(F)F (1s,3s)-3-(trifluoromethoxy)cyclobutan-1-amine